1-(4-{1-[2-(morpholin-4-yl)ethyl]-1H-pyrazol-4-yl}phenyl)methylamine N1(CCOCC1)CCN1N=CC(=C1)C1=CC=C(C=C1)CN